propenyl-phosphoric acid C(=CC)OP(O)(O)=O